OC=1C=C2C(=C(N(C2=CC1)CC1=CC=C(OCCCCN2CCN(CC2)C(CNC=2C=CC=C3C(=NN(C23)C)C2C(NC(CC2)=O)=O)=O)C=C1)C1=CC=C(C=C1)O)C 3-(7-((2-(4-(4-(4-((5-Hydroxy-2-(4-hydroxyphenyl)-3-methyl-1H-indol-1-yl)-methyl)phenoxy)butyl)piperazin-1-yl)-2-oxoethyl)amino)-1-methyl-1H-indazol-3-yl)piperidine-2,6-dione